N-hydroxyethyl-iminodiacetic acid OCCN(CC(=O)O)CC(=O)O